CC(CC1=CC=C(C=C1)C#C[Si](C)(C)C)(C)N([C@@H](C)C(=O)O)C(=O)OC(C)(C)C.C(CCC)NCCC[Si](OC)(OC)OC N-(n-butyl)-3-aminoPropyltrimethoxysilane 2-methyl-1-(4-((trimethylsilyl)ethynyl)phenyl)propan-2-yl-(tert-butoxycarbonyl)alaninate